FC1=C(C(=CC=C1)F)C1(C=2N(C3=C(C=N1)C=C(C=C3)C=O)C(=NN2)C)C 2,6-difluorophenyl-1,4-dimethyl-4H-[1,2,4]triazolo[4,3-a][1,4]benzodiazepine-8-carbaldehyde